FC(C1=CC=C(C=C1)C=1N=NN(C1)C=1C=C(C=C(C1)C1=CC=CC=C1)C(=O)O)(F)F 5-(4-(4-(trifluoromethyl)phenyl)-1H-1,2,3-triazol-1-yl)-[1,1'-biphenyl]-3-carboxylic acid